N-[2-bromo-6-chloro-4-(1,1,1,2,3,3,3-heptafluoropropan-2-yl)phenyl]-3-[ethyl-(4-cyanobenzoyl)amino]-2-methoxybenzamide BrC1=C(C(=CC(=C1)C(C(F)(F)F)(C(F)(F)F)F)Cl)NC(C1=C(C(=CC=C1)N(C(C1=CC=C(C=C1)C#N)=O)CC)OC)=O